ClC1=CC=C(C=C1)NC(=O)N1[C@@H](C[C@@H](C1)O)C(=O)O (2S,4S)-1-(4-chlorophenyl-carbamoyl)-4-hydroxypyrrolidine-2-carboxylic acid